1-(1Z-octadecenyl)-2-octadecanoyl-glycero-3-phospho-(1'-sn-glycerol) CCCCCCCCCCCCCCCCCC(=O)O[C@H](CO/C=C\CCCCCCCCCCCCCCCC)COP(=O)(O)OC[C@H](CO)O